N-n-butyl-N-methyl-pyrrolidinium C(CCC)[N+]1(CCCC1)C